3-({1-[hydroxy(2H2)methyl]cyclopropyl}(2H2)methoxy)-2,3-dihydro-1H-isoindol-1-one OC(C1(CC1)C(OC1NC(C2=CC=CC=C12)=O)([2H])[2H])([2H])[2H]